OC=1C=C2C=3C(=CC(NC3C1)=O)CC(O2)=O 8-hydroxypyrano[4,3,2-de]quinoline-2,5(3H,6H)-dione